FC1=C(C=CC(=C1)F)C=1N=C(SC1)NC1=CC=C(C=C1)C(F)(F)F (2,4-difluorophenyl)-N-(4-(trifluoromethyl)phenyl)thiazole-2-amine